3-[[[[2-[[(1,1-dimethylethoxy)carbonyl]amino]ethoxy]carbonyl]oxy]methyl]-methyl-1-[(2,3,4,9-tetrahydro-9-methyl-4-oxo-1H-carbazol-3-yl)methyl]-1H-imidazolium iodide [I-].CC(C)(OC(=O)NCCOC(=O)OC[N+]1=C(N(C=C1)CC1CCC=2N(C3=CC=CC=C3C2C1=O)C)C)C